OCC1CC2(C(C3=C(N(C2=O)CC(OC2CCOCC2)C2=C(C=CC=C2)OC)SC(=C3C)C=3OC=CN3)=O)C1 3-(hydroxymethyl)-7'-(2-(2-methoxyphenyl)-2-((tetrahydro-2H-pyran-4-yl)oxy)ethyl)-3'-methyl-2'-(oxazol-2-yl)-4'H-spiro[cyclobutane-1,5'-thieno[2,3-b]pyridine]-4',6'(7'H)-dione